C1(CC1)C1=NN(C=C1C1=NC2=CC=CC=C2N=C1)[C@@H]1C[C@H](C1)COC=1C=C2C(N(C(C2=CC1)=O)C1C(NC(CC1)=O)=O)=O 5-((trans-3-(3-cyclopropyl-4-(quinoxalin-2-yl)-1H-pyrazol-1-yl)cyclobutyl)methoxy)-2-(2,6-dioxopiperidin-3-yl)isoindoline-1,3-dione